4-((S)-1,4-dioxan-2-yl)pyrimidine-2-carboxamide O1[C@H](COCC1)C1=NC(=NC=C1)C(=O)N